5-(4,6-diphenylpyrimidin-2-yl)-2,4-bis(3-phenyl-9H-carbazol-9-yl)benzonitrile C1(=CC=CC=C1)C1=NC(=NC(=C1)C1=CC=CC=C1)C=1C(=CC(=C(C#N)C1)N1C2=CC=CC=C2C=2C=C(C=CC12)C1=CC=CC=C1)N1C2=CC=CC=C2C=2C=C(C=CC12)C1=CC=CC=C1